(2E)-but-2-enedioic acid C(\C=C\C(=O)O)(=O)O